6-(2-Amino-5-(1-(1-(2-methoxyethyl)piperidin-4-yl)-1H-pyrazol-4-yl)pyridin-3-yl)-2-(2,6-dichloro-3,5-dimethoxyphenyl)pyridazin-3(2H)-on NC1=NC=C(C=C1C=1C=CC(N(N1)C1=C(C(=CC(=C1Cl)OC)OC)Cl)=O)C=1C=NN(C1)C1CCN(CC1)CCOC